(R)-N-(4-((2-((5-(2-cyanopropan-2-yl)-1-(tetrahydrofuran-3-yl)-1H-pyrazol-3-yl)amino)-7-methoxy-1-methyl-1H-imidazo[4,5-b]pyridin-6-yl)oxy)pyridin-2-yl)acetamide C(#N)C(C)(C)C1=CC(=NN1[C@H]1COCC1)NC=1N(C=2C(=NC=C(C2OC)OC2=CC(=NC=C2)NC(C)=O)N1)C